2,2',4-tris(2-chlorophenyl)-5-(3,4-dimethoxyphenyl)-4,5-diphenyl-1,1'-Biimidazole ClC1=C(C=CC=C1)C=1N(C(C(N1)(C1=CC=CC=C1)C1=C(C=CC=C1)Cl)(C1=CC=CC=C1)C1=CC(=C(C=C1)OC)OC)N1C(=NC=C1)C1=C(C=CC=C1)Cl